C(CCCCCCCCC=C)(=O)OCC(C)C ISOBUTYL 10-UNDECENOATE